NC1=C(C=CC(=C1)OC(F)(F)F)C(=O)N1CCC(CC1)C1=C2C(=NC=C1)NC(=N2)[C@@H]2CC[C@H](CC2)OC (trans)-[2-amino-4-(trifluoromethoxy)phenyl]-[4-[2-(4-methoxycyclohexyl)-3H-imidazo[4,5-b]pyridin-7-yl]-1-piperidyl]methanone